FC1=CC=C(C=C1C1=CC=C(C=C1)C)C(C)=O 1-(6-fluoro-4'-methyl-[1,1'-biphenyl-3-yl])Ethan-1-one